C(C=C)OC1=CC=C(C=O)C=C1 4-(2-propenoxy)benzaldehyde